5-(4-trifluoromethoxyphenyl)oxazol FC(OC1=CC=C(C=C1)C1=CN=CO1)(F)F